2-[(1S)-1-Phenylethoxy]Ethyl 4-Methylbenzene-1-Sulfonate CC1=CC=C(C=C1)S(=O)(=O)OCCO[C@@H](C)C1=CC=CC=C1